C(=O)=[Pd]I carbonyl-palladium iodide